3-(3-cyano-6-(1-methyl-1H-pyrazol-4-yl)pyrazolo[1,5-a]Pyridin-4-yl)azetidine-1-carboxylic acid tert-butyl ester C(C)(C)(C)OC(=O)N1CC(C1)C=1C=2N(C=C(C1)C=1C=NN(C1)C)N=CC2C#N